[N+](=O)([O-])C1=CC=C(OP(=O)(OC2=CC=CC=C2)NC2(CCC2)C(=O)OC2CCCCC2)C=C1 cyclohexyl 1-(((4-nitrophenoxy)(phenoxy)phosphoryl)amino)cyclobutanecarboxylate